CN(C(C=C)=O)C.C(C=C)(=O)O acrylic acid-N,N-dimethyl-acrylamide